C1=C(C=CC2=CC=CC=C12)CCN 2-(2-Naphthyl)Ethylamine